1-(4-(3-Aminobenzo[d]isoxazol-4-yl)-5-fluoro-2-methylphenyl)-3-(3-(trifluoromethoxy)phenyl)urea NC1=NOC2=C1C(=CC=C2)C2=CC(=C(C=C2F)NC(=O)NC2=CC(=CC=C2)OC(F)(F)F)C